C(C1=CC=CC=C1)OC1=C(C=C(C=C1)O[Si](C)(C)C(C)(C)C)C[C@@H](C(=O)OCC)O Ethyl (S)-3-(2-(benzyloxy)-5-((tert-butyldimethylsilyl)oxy)phenyl)-2-hydroxypropanoate